NC1=NC(=NC=C1C(=O)NC1=CC=C(C=C1)OC)N1CCN(CC1)C=1C=NC=CC1 4-amino-N-(4-methoxyphenyl)-2-(4-(pyridin-3-yl)piperazin-1-yl)pyrimidine-5-carboxamide